BrC1=C(N=C(S1)NS(=O)(=O)C1=C(C=C(C=N1)NC(C)=O)C)C1=CC(=C(C=C1)Cl)F N-(6-(N-(5-bromo-4-(4-chloro-3-fluorophenyl)thiazol-2-yl)sulfamoyl)-5-methylpyridin-3-yl)acetamide